3-azido-6-fluoro-1,3,4,5-tetrahydro-2H-benzo[b]azepin-2-one N(=[N+]=[N-])C1CCC2=C(NC1=O)C=CC=C2F